FC1=CC=C(C=C1)C(N1C[C@](CC1)(C(C)(C)O)CCC1=CC=C(C#N)C=C1)C=1C=NC=CC1 4-(2-((3S)-1-((4-fluorophenyl)(pyridin-3-yl)methyl)-3-(2-hydroxypropan-2-yl)pyrrolidin-3-yl)ethyl)benzonitrile